FC1(CC2N(C=3N=CC(=CC13)C(F)(F)F)CC(CC2)F)F 5,5,9-trifluoro-3-(trifluoromethyl)-6,6a,7,8,9,10-hexahydro-5H-pyrido[1,2-a][1,8]naphthyridin